ClC1=CC(=C(COC2=CC=CC(=N2)C2(CCNCC2)C#N)C=C1)F 4-(6-(4-chloro-2-fluorobenzyloxy)pyridin-2-yl)piperidine-4-carbonitrile